19,19-dimethyl-16-oxo-4,7,10,13-tetraoxa-17-azaeicosanoic acid CC(CNC(CCOCCOCCOCCOCCC(=O)O)=O)(C)C